N-((1-(4-(pentafluoro-λ6-sulfaneyl)phenyl)-1H-pyrazolo[3,4-b]pyridin-3-yl)methyl)acrylamide FS(C1=CC=C(C=C1)N1N=C(C=2C1=NC=CC2)CNC(C=C)=O)(F)(F)(F)F